N-(2-amino-2-methylpropyl)-4-(7H-pyrrolo[2,3-d]pyrimidin-4-yl)-3,4-dihydro-2H-1,4-thiazine-6-carboxamide hydrochloride Cl.NC(CNC(=O)C1=CN(CCS1)C=1C2=C(N=CN1)NC=C2)(C)C